3-(3-Acetoxypropyl)-7-bromo-6-chloro-1-methyl-1H-indole-2-carboxylic acid methyl ester COC(=O)C=1N(C2=C(C(=CC=C2C1CCCOC(C)=O)Cl)Br)C